Cl.C1CC12NCCN(C2)C=2C=CC=1N(C(C=C(N1)C=1C=C(C=3N(N1)C=C(N3)C)C)=O)C2 7-(4,7-diazaspiro[2.5]octan-7-yl)-2-(2,8-dimethylimidazo[1,2-b]pyridazin-6-yl)pyrido[1,2-a]pyrimidin-4-one hydrochloric acid salt